(difluoromethyl)-2-ethylpiperazin FC(F)N1C(CNCC1)CC